C1(CCCCC1)N1C(CCC1)=O N-Cyclohexyl-2-pyrrolidinone